C1(CC(CC(C1)CCC(=O)OCCCCCCC(C)C)CCC(=O)OCCCCCCC(C)C)CCC(=O)OCCCCCCC(C)C tri(isononyl) cyclohexane-1,3,5-tripropionate